2-[(5-piperazin-1-ylpyridin-2-yl)amino]-8-piperidin-1-ylpyrido[3,4-d]pyrimidine-6-carboxylic acid N1(CCNCC1)C=1C=CC(=NC1)NC=1N=CC2=C(N1)C(=NC(=C2)C(=O)O)N2CCCCC2